O(C1=CC=CC=C1)C(CNC(CNC1=CC=CC=C1)=N)C N-(2-phenoxypropyl)-2-(phenylamino)-Ethanimidamide